tert-butyl 1-(4-(3-oxo-1-phenyl-2,7,10-trioxa-4-azadodec-12-yl) piperazin-1-yl)-3,6,9,12-tetraoxapentadecane-15-carboxylate O=C(OCC1=CC=CC=C1)NCCOCCOCCN1CCN(CC1)CCOCCOCCOCCOCCCC(=O)OC(C)(C)C